9-(phenyl-thio)-9H-carbazole C1(=CC=CC=C1)SN1C2=CC=CC=C2C=2C=CC=CC12